F[C@@H]1C[C@@]2(CCCN2C1)COC1=NC2=C(C(=CC=C2C(=N1)N1[C@@H]2CO[C@H](C1)C2)C2=CC(=CC1=CC=C(C(=C21)C#C)F)O)F 4-(2-{[(2r,7as)-2-fluoro-hexahydro-1H-pyrrolizin-7a-yl]methoxy}-8-fluoro-4-[(1s,4s)-2-oxa-5-azabicyclo[2.2.1]hept-5-yl]quinazolin-7-yl)-5-ethynyl-6-fluoronaphthalene-2-ol